8-[2-bromo-3-fluoro-5-(trifluoromethyl)phenyl]-N-(2,3-dihydro-1,4-benzoxazin-4-yl)-4-morpholino-quinoline-3-carboxamide BrC1=C(C=C(C=C1F)C(F)(F)F)C=1C=CC=C2C(=C(C=NC12)C(=O)NN1CCOC2=C1C=CC=C2)N2CCOCC2